N-(2-((2-(dimethylamino)ethyl)(methyl)amino)-5-((4-(5-methoxy-1-methyl-1H-indol-3-yl)-5-(trifluoromethyl)pyrimidin-2-yl)amino)phenyl)acetamide CN(CCN(C1=C(C=C(C=C1)NC1=NC=C(C(=N1)C1=CN(C2=CC=C(C=C12)OC)C)C(F)(F)F)NC(C)=O)C)C